dimethyldioctadecylammonium methylsulfate COS(=O)(=O)[O-].C[N+](CCCCCCCCCCCCCCCCCC)(CCCCCCCCCCCCCCCCCC)C